(R)-4-(2,4-difluoro-6-(2-methoxyethoxy)phenyl)-7-(1-methyl-1H-indazol-5-yl)-5-((R)-4-methyl-4,5,6,7-tetrahydropyrazolo[1,5-a]pyrazin-2-yl)thieno[2,3-c]pyridine FC1=C(C(=CC(=C1)F)OCCOC)C1=C2C(=C(N=C1C1=NN3C([C@H](NCC3)C)=C1)C=1C=C3C=NN(C3=CC1)C)SC=C2